ClC=1C=C(C=CC1F)NC(=O)C1=C(N=CN1C)C1CC2CC(CC2C1)(C(=O)O)O 5-(5-((3-chloro-4-fluorophenyl)carbamoyl)-1-methyl-1H-imidazol-4-yl)-2-hydroxyoctahydropentalene-2-carboxylic acid